(E)-3,7-dimethyl-octa-2,6-dien-1-amine C\C(=C/CN)\CCC=C(C)C